N-(tert-butoxycarbonyl)-D-2-phenylglycine C(C)(C)(C)OC(=O)N[C@@H](C(=O)O)C1=CC=CC=C1